COC(=O)C1C2CCC(C1=O)C2 3-oxobicyclo[2.2.1]heptane-2-carboxylic acid methyl ester